titanium-silicon oxygen [O].[Si].[Ti]